N,6-Dimethyl-5-(4-((3-(methylthio)-2-oxo-1,5,7,8-tetrahydro-2H-pyrano[4,3-b]pyridin-7-yl)methyl)piperazin-1-yl)picolinamide CNC(C1=NC(=C(C=C1)N1CCN(CC1)CC1CC=2NC(C(=CC2CO1)SC)=O)C)=O